Tetrabutylphosphine glycinate NCC(=O)O.C(CCC)P(CCCC)(CCCC)CCCC